(E)-4-methoxy-N-((2-(4-(trifluoromethyl)styryl)oxazol-4-yl)methyl)aniline COC1=CC=C(NCC=2N=C(OC2)\C=C\C2=CC=C(C=C2)C(F)(F)F)C=C1